CC(C)OCC(=O)N[C@@H](CC(C)C)C(=O)N [(propan-2-yloxy)acetyl]-L-leucinamide